[C@H]12CC(C[C@H](CC1)O2)NC2=NC(=NC=C2C(=O)O)Cl 4-(((1R,5S)-8-oxabicyclo[3.2.1]oct-3-yl)amino)-2-chloropyrimidine-5-carboxylic acid